N(=C=S)CCCC[S@](=O)C 1-isothiocyano-4R-methylsulfinylbutane